7-(4-((3R,6S)-6-ethylmorpholin-3-yl)phenyl)-3,7-dihydro-4H-pyrrolo[2,3-d]pyrimidin-4-one C(C)[C@@H]1OC[C@H](NC1)C1=CC=C(C=C1)N1C=CC2=C1N=CNC2=O